Cl.N[C@@H](C(=O)OC)COC methyl (2R)-2-amino-3-methoxy-propanoate hydrochloride